FC1=C(C(=C(C(=C1F)C)F)F)B(F)F 2,3,5,6-tetrafluoro-4-methylphenyl-difluoroborane